C(#N)C([C@@H](CC1=CC=C(C=C1)F)NC(OC(C)(C)C)=O)O tert-butyl ((2R)-1-cyano-3-(4-fluorophenyl)-1-hydroxylpropan-2-yl)carbamate